(S)-N1-(1-(2-(3,5,7-trimethyl-1-adamantylamino)-2-oxoethyl)-2-oxo-1,2-dihydropyridin-3-yl)-N6-methyl-2-(3-methylbenzofuran-2-carboxamido)-5-oxohexanediamide CC12CC3(CC(CC(C1)(C3)C)(C2)C)NC(CN2C(C(=CC=C2)NC([C@H](CCC(C(=O)NC)=O)NC(=O)C=2OC3=C(C2C)C=CC=C3)=O)=O)=O